C(C)N1N=NC2=C1C=CC(=C2C)[C@@H]([C@H](C(=O)OC)C)C2=CC=C1CCNCC1=C2 methyl (2R,3S)-3-(1-ethyl-4-methyl-benzotriazol-5-yl)-2-methyl-3-(1,2,3,4-tetrahydroisoquinolin-7-yl)propanoate